FC(C(=O)O)(F)F.FC(C(=O)NC1CCC12CCNCC2)(F)F 2,2,2-trifluoro-N-(7-azaspiro[3.5]nonan-1-yl)acetamide trifluoroacetate salt